tert-butyl (S)-(1-(4-(4,4,5,5-tetramethyl-1,3,2-dioxaborolan-2-yl)phenyl)ethyl)carbamate CC1(OB(OC1(C)C)C1=CC=C(C=C1)[C@H](C)NC(OC(C)(C)C)=O)C